CC1(C(N(CCC1)C=1C=C2C(=CC=NC2=CC1)C(=O)OC(C)(C)C)=O)C tert-Butyl 6-(3,3-dimethyl-2-oxopiperidin-1-yl)quinoline-4-carboxylate